ClC1=C(C=CC=C1)NC(=O)C1=CC=C(C=C1)NC1=NC(=NC=C1F)NC1=CC=C(C=C1)CC(=O)N1CCN(CC1)C(=O)OC(C)(C)C tert-butyl 4-(2-(4-((4-((4-((2-chlorophenyl)carbamoyl)phenyl)amino)-5-fluoropyrimidin-2-yl)amino)phenyl)acetyl)piperazine-1-carboxylate